FC=1C(=C(C=CC1F)[C@H]1[C@@H](S[C@](C1)(C(F)(F)F)C)C(=O)NC1=CC2=C(OC(O2)(F)F)C=C1)OC (2R,3S,5R)-3-(3,4-difluoro-2-methoxyphenyl)-N-(2,2-difluorobenzo[d][1,3]dioxol-5-yl)-5-methyl-5-(trifluoromethyl)tetrahydrothiophene-2-carboxamide